{[(benzyloxy)carbonyl](methyl)amino}acetic acid C(C1=CC=CC=C1)OC(=O)N(C)CC(=O)O